N-(8,9-Difluoro-6-oxo-1,4,5,6-tetrahydro-2H-pyrano[3,4-c]isoquinolin-1-yl)-3-(difluoromethyl)-4-fluoro-N-methylbenzamide FC=1C(=CC=2C3=C(NC(C2C1)=O)COCC3N(C(C3=CC(=C(C=C3)F)C(F)F)=O)C)F